FC(CNC(N(C1=NC=C(C=C1)C=1C=NC(=NC1)OC)[C@@H]1CC[C@H](CC1)NC1=NC=C(C(=N1)C=1C=NC=C(C1)S(=O)(=O)C)C(F)(F)F)=O)F 3-(2,2-difluoroethyl)-1-(trans-4-((4-(5-(methane-sulfonyl)pyridin-3-yl)-5-(trifluoromethyl)pyrimidin-2-yl)amino)cyclohexyl)-1-(5-(2-methoxypyrimidin-5-yl)pyridin-2-yl)urea